6-(dimethylamino)-8-(3-methoxy-2,6-dimethylphenyl)-7-methyl-3-((2-(trimethylsilyl)ethoxy)methyl)quinazolin-4(3H)-one CN(C=1C=C2C(N(C=NC2=C(C1C)C1=C(C(=CC=C1C)OC)C)COCC[Si](C)(C)C)=O)C